FC1=C(C=CC=C1)NC1=NC=NC2=CC(=CC=C12)C=1C=NC(=CC1)F N-(2-fluorophenyl)-7-(6-fluoropyridin-3-yl)quinazolin-4-amine